COC1=CC=C(C=C1)C1=NC2=CC=CC=C2C(=C1)NCCCC(CCN(C)C)N (3-((2-(4-methoxyphenyl)quinolin-4-yl)amino)propyl)-N3,N3-dimethylpropane-1,3-diamine